3-(N-(benzo[d][1,3]dioxol-5-yl)sulfamoyl)-N-(3,4-dimethoxyphenyl)benzamide O1COC2=C1C=CC(=C2)NS(=O)(=O)C=2C=C(C(=O)NC1=CC(=C(C=C1)OC)OC)C=CC2